1-hydroxy-2,2,6,6-tetramethylpiperidine ON1C(CCCC1(C)C)(C)C